3-(4-((2-aminoethyl)amino)-1,2,5-oxadiazol-3-yl)-4-(3-bromo-4-fluorophenyl)-1,2,4-oxadiazol-5(4H)-one hydrochloride Cl.NCCNC=1C(=NON1)C1=NOC(N1C1=CC(=C(C=C1)F)Br)=O